1-(3-((2-((3-methyl-1-(3-morpholinopropyl)-1H-pyrazol-4-yl)amino)-5-(trifluoromethyl)pyrimidin-4-yl)amino)propyl)piperidin-2-one CC1=NN(C=C1NC1=NC=C(C(=N1)NCCCN1C(CCCC1)=O)C(F)(F)F)CCCN1CCOCC1